3-methyl-3-carbamoylazetidine-1-carboxylate CC1(CN(C1)C(=O)[O-])C(N)=O